O[C@H]1CC[C@@]2([C@H]3CC[C@@]4([C@H](CC[C@H]4[C@@H]3CC[C@H]2C1)[C@@H](CCC(=O)N1CCN(CC1)C(NC)=N)C)C)C 4-((R)-4-((3S,5S,8R,9S,10S,13R,14S,17R)-3-hydroxy-10,13-dimethylhexadecahydro-1H-cyclopenta[a]phenanthren-17-yl)pentanoyl)-N-methylpiperazine-1-carboximidamide